CC=1C(=C(OCCN2CCOCC2)C(=CC1C)[N+](=O)[O-])[N+](=O)[O-] 4-(2-(3,4-dimethyl-2,6-dinitrophenoxy)ethyl)morpholine